1-(trans-5-((4-(4-chlorophenoxy)benzyl)oxy)octahydrocyclopenta[c]pyrrole-2-carbonyl)-1H-pyrazole-3-carboxylic acid ClC1=CC=C(OC2=CC=C(COC3CC4C(CN(C4)C(=O)N4N=C(C=C4)C(=O)O)C3)C=C2)C=C1